(2R,4aR,7R)-tert-Butyl-7-(aminomethyl)-11-bromo-12-chloro-10-fluoro-2-methyl-5-carbonyl-1,2,4a,5,6,7-Hexahydro-8-oxa-3,5a,9,13c-tetraazanaphtho[3,2,1-de]anthracene-3(4H)-carboxylate C(C)(C)(C)OC(=O)N1C[C@@H]2C(N3C[C@H](OC=4N=C5C(=C(C(=CC5=C(C34)N2C[C@H]1C)Cl)Br)F)CN)=C=O